methyl cis-3-amino-cyclobutanecarboxylate hydrochloride Cl.N[C@H]1C[C@H](C1)C(=O)OC